4-carboxy-2-(7-(dipropylamino)-3-(dipropyliminio)-3H-spiro[dibenzo[b,e]siline-5,1'-silinan]-10-yl)benzoate TFA salt [O-]C(=O)C(F)(F)F.C(=O)(O)C1=CC(=C(C(=O)O)C=C1)C1=C2C(=CC(C=C2)=[N+](CCC)CCC)[Si]2(CCCCC2)C2=C1C=CC(=C2)N(CCC)CCC